isobutyl 3-(1-((1-(2-((4-cyclohexylphenyl)sulfonamido)ethyl)piperidin-4-yl)methyl)-1H-1,2,3-triazol-4-yl)-5-fluoro-1H-indole-2-carboxylate C1(CCCCC1)C1=CC=C(C=C1)S(=O)(=O)NCCN1CCC(CC1)CN1N=NC(=C1)C1=C(NC2=CC=C(C=C12)F)C(=O)OCC(C)C